C1(CC1)N1CCS(C2=C(C1=O)SC(=C2)C2=NC(=NC=C2C(F)(F)F)NC=2C=C1CCN(CC1=CC2C2CC2)CC)(=O)=O 4-cyclopropyl-7-(2-((7-cyclopropyl-2-ethyl-1,2,3,4-tetrahydroisoquinolin-6-yl)amino)-5-(trifluoromethyl)pyrimidin-4-yl)-3,4-dihydrothieno[2,3-f][1,4]thiazepin-5(2H)-one 1,1-dioxide